(R,E)-4-(3-(3-((1-(3,4-dimethoxyphenyl)ethyl)amino)-3-oxoprop-1-en-1-yl)-1H-pyrrolo[2,3-b]pyridin-4-yl)benzamide COC=1C=C(C=CC1OC)[C@@H](C)NC(/C=C/C1=CNC2=NC=CC(=C21)C2=CC=C(C(=O)N)C=C2)=O